ClC1(NC=CC=N1)C(=O)OCC ethyl 2-chloropyrimidinecarboxylate